FC1=CC=C(C=C1)C=1N=C2N(CCNC2)C1C1=NC(=NC=C1)N 4-(2-(4-fluorophenyl)-5,6,7,8-tetrahydroimidazo[1,2-a]pyrazin-3-yl)pyrimidin-2-amine